ClC=1C(=NC(=NC1)NC1CCOCC1)C1=CC=C2CN(C(C2=C1)=O)CC(=O)N[C@H](CO)C1=CC(=NC=C1)OC 2-(6-{5-chloro-2-[(oxan-4-yl)amino]pyrimidin-4-yl}-1-oxo-2,3-dihydro-1H-isoindol-2-yl)-N-[(1S)-2-hydroxy-1-(2-methoxypyridin-4-yl)ethyl]acetamide